(S)-1-(2-(3-acetyl-5-(quinolin-7-yl)-1H-indazol-1-yl)acetyl)-N-(6-methylpyridin-2-yl)pyrrolidine-2-carboxamide C(C)(=O)C1=NN(C2=CC=C(C=C12)C1=CC=C2C=CC=NC2=C1)CC(=O)N1[C@@H](CCC1)C(=O)NC1=NC(=CC=C1)C